2-(2,2-difluoroethyl)-6-fluoro-3-methyl-2,3,4,9-tetrahydro-1H-pyrido[3,4-b]indole FC(CN1CC=2NC3=CC=C(C=C3C2CC1C)F)F